6-(6-methylpyridin-2-yl)-2H-benzo[b][1,4]thiazin-3(4H)-one CC1=CC=CC(=N1)C1=CC2=C(SCC(N2)=O)C=C1